FC(C(=O)O)(C(=O)C=1OC=C(C1)C1=CNC2=CC=CC=C12)F 2,2-difluoro-3-(4-(1H-indol-3-yl)furan-2-yl)-3-oxopropanoic acid